C(#N)C1=CC=C(CNC(O)=O)C=C1.C(N)(OCC1=CC=C(C=C1)C#N)=O p-cyanobenzyl carbamate (p-cyanobenzyl carbamate)